1-Isobutyl-N-(5-(4-methylpiperazin-1-yl)pyridin-2-yl)-1H-[1,2,3]triazolo[4,5-h]quinazolin-8-amine C(C(C)C)N1N=NC=2C=CC=3C=NC(=NC3C21)NC2=NC=C(C=C2)N2CCN(CC2)C